[Nb].[Ti] titanium Niobium